1-(5'-fluoro-2'-hydroxy-3-methyl-3'-(2-(piperazin-1-yl)pyridin-4-yl)-[1,1'-biphenyl]-4-yl)-3-methylimidazolidin-2-one FC=1C=C(C(=C(C1)C1=CC(=C(C=C1)N1C(N(CC1)C)=O)C)O)C1=CC(=NC=C1)N1CCNCC1